C(C)OC(=O)N/N=C/OCC (E)-2-(ethoxymethylene)hydrazinecarboxylic acid ethyl ester